3-(6-Chloro-9H-purin-9-yl)dodecyl methanesulfonate CS(=O)(=O)OCCC(CCCCCCCCC)N1C2=NC=NC(=C2N=C1)Cl